2-ethylhexyl 3,3-diphenylacrylate C1(=CC=CC=C1)C(=CC(=O)OCC(CCCC)CC)C1=CC=CC=C1